trimethylolpropane tris(β-aziridinylpropionate) N1(CC1)CCC(=O)O.N1(CC1)CCC(=O)O.N1(CC1)CCC(=O)O.C(O)C(CC)(CO)CO